2-(1-(tert-Butoxycarbonyl)piperidin-4-yl)-6-(3,4-dimethoxyphenyl)-7-ethyl-5H-pyrrolo[2,3-b]pyrazine-5-carboxylic acid tert-butyl ester C(C)(C)(C)OC(=O)N1C(=C(C=2C1=NC=C(N2)C2CCN(CC2)C(=O)OC(C)(C)C)CC)C2=CC(=C(C=C2)OC)OC